4-((3-benzoyl-5-(3,5-dimethoxybenzylidene)-4-oxothiazolidin-2-ylidene)amino)benzoic acid C(C1=CC=CC=C1)(=O)N1C(SC(C1=O)=CC1=CC(=CC(=C1)OC)OC)=NC1=CC=C(C(=O)O)C=C1